O=C1N(CCC2=CC=NC=C12)CC=1OC2=C(C1)C=CC=C2C(=O)OC(C(F)(F)F)C 1,1,1-Trifluoropropan-2-yl 2-((1-oxo-3,4-dihydro-2,7-naphthyridin-2(1H)-yl)methyl)benzo-furan-7-carboxylate